3-(2-(benzofuran-7-yl)-4-(dimethylamino)-1-(3-fluorophenyl)-2-hydroxybutyl)-2-methoxyquinoline-6-carbonitrile O1C=CC2=C1C(=CC=C2)C(C(C2=CC(=CC=C2)F)C=2C(=NC1=CC=C(C=C1C2)C#N)OC)(CCN(C)C)O